4-(4-fluorophenyl)thiazol FC1=CC=C(C=C1)C=1N=CSC1